FC(C(=O)O)(F)F.CN1CCC(CC1)N1CCNCCC1 1-(1-Methylpiperidin-4-yl)-1,4-diazepan trifluoroacetate